CCOC(=O)C(CCCN=C(N)N)NC(=O)C1=CC=CC=C1.Cl N-α-benzoyl-L-arginine ethyl ester